(6-(4-chlorophenyl)-2-oxaspiro[3.5]non-6-en-7-yl)methanol ClC1=CC=C(C=C1)C=1CC2(COC2)CCC1CO